stearyl furoate benzyl-furoate C(C1=CC=CC=C1)OC(=O)C=1OC=CC1.O1C(=CC=C1)C(=O)OCCCCCCCCCCCCCCCCCC